F[B-](F)(F)F.F[B-](F)(F)F.C1(CCCCC1)P(C1CCCCC1)C(C)(C)P(C1CCCCC1)C1CCCCC1 bis(dicyclohexylphosphino)propane bis(tetrafluoroborate)